2-ethynyl-3,5-difluoro-benzaldehyde C(#C)C1=C(C=O)C=C(C=C1F)F